OC1=CC(=C(C(=O)O)C(=C1)OC1O[C@@H]([C@H]([C@@H]([C@H]1CO)O)O)O)CCC 4-hydroxy-2-propyl-6-{[(3R,4R,5S,6S)-4,5,6-trihydroxy-3-(hydroxymethyl)oxan-2-yl]oxy}benzoic acid